C(C)(=O)OC1=C(C(C(OC1(C)C)(C)C)=O)C=1C=C(C=CC1C1CC1)C1=C(C=C(C=C1)Cl)Cl 5-(acetoxy)-4-(2',4'-dichloro-4-cyclopropyl-[1,1'-biphenyl]-3-yl)-3,6-dihydro-2,2,6,6-tetramethyl-2H-pyran-3-one